N-(1-(2,6-dioxopiperidin-3-yl)-2-oxo-1,2-dihydrobenzo[cd]indol-6-yl)-7-(spiro[3.3]heptan-2-ylamino)heptylamide O=C1NC(CCC1N1C(C2=C3C(C(=CC=C13)[N-]CCCCCCCNC1CC3(C1)CCC3)=CC=C2)=O)=O